ClC1=C(C(=O)C2=CC=C(C=C2)OCC)C=CC=C1 2-chloro-4'-ethoxybenzophenone